NC=1SC2=C(N1)C(=C(C=C2)F)C=2C(=CC=1C3=C(C=NC1C2F)N(C([C@@H]2N3C[C@H](N(C2)C=C(C)F)C)=O)C)Cl (2R,4aR)-10-(2-amino-5-fluorobenzo[d]thiazol-4-yl)-11-chloro-9-fluoro-3-(2-fluoropropenyl)-2,6-dimethyl-2,3,4,4a-tetrahydro-1H-pyrazino[1',2':4,5]pyrazino[2,3-c]quinolin-5(6H)-one